BrC1=CC=CC(=N1)[C@@H](C)N([S@](=O)C(C)(C)C)CC (R)-N-((R)-1-(6-bromopyridin-2-yl)ethyl)-N-ethyl-2-methylpropan-2-sulfinamide